N-(2-(difluoromethoxy)-6-methylpyridin-3-yl)-1-(2-isopropylphenyl)-3,3-dimethoxycyclobutane-1-carboxamide FC(OC1=NC(=CC=C1NC(=O)C1(CC(C1)(OC)OC)C1=C(C=CC=C1)C(C)C)C)F